N-(3-(3-nitro-4-(1'-oxo-2',3'-dihydro-1'H-spiro[cyclobutane-1,4'-isoquinolin]-6'-yl)-1H-pyrazol-1-yl)phenyl)acrylamide [N+](=O)([O-])C1=NN(C=C1C=1C=C2C3(CNC(C2=CC1)=O)CCC3)C=3C=C(C=CC3)NC(C=C)=O